ClC=1C=C2C=C(NC2=CC1C1=NC=C(N=C1)OC)CNC(N[C@H]1[C@H](CC1)O)=O (1S,2R)-2-(3-{[5-chloro-6-(5-methoxy-2-pyrazinyl)-2-indolyl]methyl}ureido)cyclobutanol